4-cyclohexanedimethanol 2,3,4,5,6-Pentafluorophenyl-4-azidobenzoate FC1=C(C(=C(C(=C1F)F)F)F)C1=C(C(=O)OCC2CCC(CC2)CO)C=CC(=C1)N=[N+]=[N-]